1-dodecyl-3-methylimidazolium bromide salt [Br-].C(CCCCCCCCCCC)N1C=[N+](C=C1)C